BrC=1C(=NN(C1)COCC[Si](C)(C)C)Cl 4-bromo-3-chloro-1-([2-(trimethylsilyl)ethoxy]methyl)pyrazole